C(C1=CC=CC=C1)OC=1C(=C(C(=CC1)C)C1=NC(=CC2=C1N=CN=C2N(C(OC(C)(C)C)=O)CC2=C(C=C(C=C2)OC)OC)NCC2=C(C=C(C=C2)OC)OC)C tert-butyl (8-(3-(benzyloxy)-2,6-dimethylphenyl)-6-((2,4-dimethoxybenzyl)amino)pyrido[3,4-d]pyrimidin-4-yl)(2,4-dimethoxybenzyl)carbamate